CN(C(/C=C/CC[C@H](C(=O)NC=1C(N(C=CC1)CC=1N(C2=NC=NC(=C2N1)CCC(C)(C)C)C1OCCCC1)=O)CN(C([O-])=O)C)=O)C (2S,E)-7-(Dimethylamino)-1-((1-((6-(3,3-dimethylbutyl)-9-(tetrahydro-2H-pyran-2-yl)-9H-purin-8-yl)methyl)-2-oxo-1,2-dihydropyridin-3-yl)amino)-1,7-dioxohept-5-en-2-yl-dimethylcarbamat